1-isobutyl-3,5-dimethyl-1H-pyrazol-4-amine C(C(C)C)N1N=C(C(=C1C)N)C